ClC=1C=C2C(=CC1)N(C(C21CCN(CC1)CCOC1=CC(=C(C=C1)S(=O)(=NC)C)C(F)(F)F)=O)C([2H])([2H])[2H] 5-chloro-1-(2H3)methyl-1'-(2-{4-[methyl(methylimino)oxo-lambda6-sulfanyl]-3-(trifluoromethyl)phenoxy}ethyl)-1,2-dihydrospiro[indole-3,4'-piperidin]-2-one